trans-cyclohexane-1,2-dicarboxylic acid [C@@H]1([C@@H](CCCC1)C(=O)O)C(=O)O